(3S,4R*)-3-Ethynyl-3-hydroxy-1,4-dimethylpyrrolidin-2-one C(#C)[C@@]1(C(N(C[C@H]1C)C)=O)O |o1:6|